ClC=1C=NC=C(C1[C@@H](C)OC=1C=C2C(=NNC2=CC1C)C=1C=CC(=NC1)C1=CC=C(C(=O)NC)C=C1)Cl (R)-4-(5-(5-(1-(3,5-dichloropyridin-4-yl)ethoxy)-6-methyl-1H-indazol-3-yl)pyridin-2-yl)-N-methyl-benzamide